ClC1=CC(=C(C=C1Cl)C1CC2CCC(C1)N2C(=O)OC(C)(C)C)OC tert-butyl 3-(4,5-dichloro-2-methoxyphenyl)-8-azabicyclo[3.2.1]octane-8-carboxylate